3-Chloro-7-{(1s,3s)-3-[(4-methoxybenzyl)oxy]-3-methylcyclobutyl}-7H-pyrrolo[2,3-c]pyridazine-5-carbonitrile ClC1=CC2=C(N=N1)N(C=C2C#N)C2CC(C2)(C)OCC2=CC=C(C=C2)OC